4-methylpiperazin CN1CCNCC1